BrC=1C=CC=C2/C(/C(NC12)=O)=C/1\C(N(/C(/S1)=N/C1=CC=C(C=C1)S(=O)(=O)N)C1CC1)=O 4-(((Z)-5-((Z)-7-bromo-2-oxoindoline-3-ylidene)-3-cyclopropyl-4-oxothiazolidin-2-ylidene)amino)benzenesulfonamide